N-(2-naphthylsulfonyl)-2-(1H-pyrrolo[2,3-b]pyridin-5-yloxy)benzamide C1=C(C=CC2=CC=CC=C12)S(=O)(=O)NC(C1=C(C=CC=C1)OC=1C=C2C(=NC1)NC=C2)=O